1-(3-bromo-2-methylbenzenesulfonyl)-8-methyl-1,2,3,4-tetrahydroquinoxaline BrC=1C(=C(C=CC1)S(=O)(=O)N1CCNC2=CC=CC(=C12)C)C